6-(Cyclopropanecarboxamido)-4-((2-methoxy-3-(1-methyl-1H-1,2,4-triazol-3-yl)phenyl)amino)-N-(methyl-d3)pyridazine-3-carboxamide C1(CC1)C(=O)NC1=CC(=C(N=N1)C(=O)NC([2H])([2H])[2H])NC1=C(C(=CC=C1)C1=NN(C=N1)C)OC